(3S)-3-((2-(1-(3,4-dimethoxybenzyl)-2,6-dioxopiperidin-3-yl)-1-oxoisoindolin-5-yl)(methyl)amino)pyrrolidine-1-carboxylic acid tert-butyl ester C(C)(C)(C)OC(=O)N1C[C@H](CC1)N(C)C=1C=C2CN(C(C2=CC1)=O)C1C(N(C(CC1)=O)CC1=CC(=C(C=C1)OC)OC)=O